FC1=CC(=C(C=C1[N+](=O)[O-])NC1=NC=C(C(=N1)N1CC(C2=NC(=CC=C21)F)(C)C)C(=O)OC(C)C)OC isopropyl 2-((4-fluoro-2-methoxy-5-nitro phenyl)amino)-4-(5-fluoro-3,3-dimethyl-2,3-dihydro-1H-pyrrolo[3,2-b]pyridin-1-yl)pyrimidine-5-carboxylate